C(=O)O.C12CC3CC(CC(C1)C3)C2 adamantane format